CC1(C2=CC=C(C=C2NC=2C=CC(=CC12)CN1CCNCC1)CN1CCCCC1)C 9,9-Dimethyl-2-(piperazin-1-ylmethyl)-6-(piperidin-1-ylmethyl)-9,10-dihydroacridine